2-(4-(4-chloro-7,7-dimethyl-5-oxo-5,7-dihydroindolo[1,2-a]quinazolin-10-yl)piperidin-1-yl)ethyl methanesulfonate CS(=O)(=O)OCCN1CCC(CC1)C1=CC=C2C(C=3N(C=4C=CC=C(C4C(N3)=O)Cl)C2=C1)(C)C